CC1=C(C(C2=C(N1)COC2=O)C2=CC=C(C=C2)[N+](=O)[O-])C(=O)OC methyl 2-methyl-4-(4-nitrophenyl)-5-oxo-1,4,5,7-tetrahydrofuro[3,4-b]pyridine-3-carboxylate